(7-(2-(4-(6-fluorobenzothiophen-4-yl)piperazin-1-yl)ethyl)-2-oxo-3,4-dihydroquinolin-1(2H)-yl)nicotinic acid methyl ester COC(C1=C(N=CC=C1)N1C(CCC2=CC=C(C=C12)CCN1CCN(CC1)C1=CC(=CC2=C1C=CS2)F)=O)=O